C(#N)C1=CC(=C(C=C1)CCCC(=O)O)NC(=O)[C@H]1[C@]2(C1)CCOC1=CC=C(C=C12)C1=NC=CC=C1 4-[4-cyano-2-({[(2'R,4S)-6-(2-pyridinyl)-2,3-dihydrospiro[chromen-4,1'-cyclopropane]-2'-yl]carbonyl}amino)phenyl]butanoic acid